3-(1-(3-fluoro-2-(fluoromethyl)propyl)-6-(hydroxymethyl)-1H-indol-3-yl)thiobenzamide FCC(CN1C=C(C2=CC=C(C=C12)CO)C=1C=C(C(=S)N)C=CC1)CF